O=C1NC(CC[C@@H]1C1=C(C=C(C=C1F)N1CCC(CC1)CCN1CCN(CC1)C1CCC(CC1)N1N=C2C=C(C(=CC2=C1)NC(=O)C1=COC=2C1=NC=CC2)OC)F)=O N-(2-((1r,4r)-4-(4-(2-(1-(4-((R)-2,6-dioxopiperidin-3-yl)-3,5-difluorophenyl)piperidin-4-yl)ethyl)piperazin-1-yl)cyclohexyl)-6-methoxy-2H-indazol-5-yl)furo[3,2-b]pyridine-3-carboxamide